methyl-4-hydrazinobenzonitrile hydrochloride Cl.CC1=C(C#N)C=CC(=C1)NN